I-Amyl Alcohol CC(C)CCO